C1(=CC=CC=C1)C1=C(C(=C2C(=C1)N=C1C=CC3=C4C=CC=CC4=NC3=C12)C1=CC=CC2=CC3=CC=CC=C3C=C12)C1=NC=CC=C1 Phenylpyridinyl(anthraceneyl)indolocarbazole